1-(1-(2,4-bis(trifluoromethyl)phenyl)ethyl)-4-ethynyl-3-methyl-1H-pyrazole FC(C1=C(C=CC(=C1)C(F)(F)F)C(C)N1N=C(C(=C1)C#C)C)(F)F